[C@@H]1([C@H](O)[C@H](O)[C@@H](CO)O1)N1C=NC=2C(=O)NC(N)=CC12 3-deazaguanosine